ClC=1C(=NC=C(C1)C#CC1CC1)/C(/CNC(=O)C=1C(=NN(C1)C)C(F)F)=N/OC(C)C (E)-N-[2-[3-chloro-5-(cyclopropylethynyl)pyridin-2-yl]-2-(isopropylhydroxyimino)ethyl]-3-(difluoromethyl)-1-methyl-1H-pyrazole-4-carboxamide